benzyl (R)-2-[(3-bromo-5,6-dimethylpyridin-2-yl)carbamoyl]pyrrolidine-1-carboxylate BrC=1C(=NC(=C(C1)C)C)NC(=O)[C@@H]1N(CCC1)C(=O)OCC1=CC=CC=C1